2'-iodo-4,4''-bis(methyl-d3)-1,1':3',1''-terphenyl IC1=C(C=CC=C1C1=CC=C(C=C1)C([2H])([2H])[2H])C1=CC=C(C=C1)C([2H])([2H])[2H]